C12(CC(C1)C2)C2=CC=C(C=C2)C2CN(C2)C(=O)N2C[C@@H]1[C@@H](OCC(N1)=O)CC2 (4aR,8aS)-6-(3-(4-(Bicyclo[1.1.1]pentan-1-yl)phenyl)azetidine-1-carbonyl)hexahydro-2H-pyrido[4,3-b][1,4]oxazin-3(4H)-one